1-(1H-indol-4-yl)ethanol N1C=CC2=C(C=CC=C12)C(C)O